C(=O)C1=C(C(=C(N1)C(=O)OC(C)(C)C)CCC(=O)OC)C tert-butyl 5-formyl-4-methyl-3-methoxycarbonylethyl-2-pyrrolecarboxylate